COC1=CC=C(CN(C2=NC(=C(C(=N2)C2=C(C=C3C(=NC(=NC3=C2F)F)N2CCC(CC2)C#N)Cl)I)C)CC2=CC=C(C=C2)OC)C=C1 1-(7-(2-(bis(4-methoxybenzyl)amino)-5-iodo-6-methylpyrimidin-4-yl)-6-chloro-2,8-difluoroquinazolin-4-yl)piperidine-4-carbonitrile